C(=O)OCC=C(C)C 3-methylbutan-2-enyl formate